C(C\C=C\C)[C@@H]1CC[C@H](CC1)C1CCC(CC1)CC trans-1-[(3E)-pent-3-enyl]-4-(4-ethylcyclohexyl)cyclohexane